CN1C(N(CC1)C1CN(CCC1)C=1N=CC(=NC1)C(=O)N)=O 5-(3-(3-methyl-2-oxoimidazolidin-1-yl)piperidin-1-yl)pyrazine-2-carboxamide